C1(=CC=CC=C1)N1C2=CC=CC=C2C=2C=C(C=CC12)C1=C(C=CC=C1)N(C1=CC=CC=C1)C1=CC=CC=C1 (9-phenyl-9H-carbazol-3-yl)triphenylamine